(S)-1-(5-(4-(5-cyanopyridin-2-yl)-4-fluoropiperidine-1-carbonyl)-2-methylphenyl)-3-(tetrahydrofuran-3-yl)urea C(#N)C=1C=CC(=NC1)C1(CCN(CC1)C(=O)C=1C=CC(=C(C1)NC(=O)N[C@@H]1COCC1)C)F